4-(4-chlorophenyl)-1-(5-(methylsulfonyl)pyridin-2-yl)-1H-pyrazol-5-ol ClC1=CC=C(C=C1)C=1C=NN(C1O)C1=NC=C(C=C1)S(=O)(=O)C